2-(4-azaspiro[2.5]octan-7-yl)-7-fluoro-5-(7-fluoro-2-methyl-indazol-5-yl)indazole C1CC12NCCC(C2)N2N=C1C(=CC(=CC1=C2)C2=CC1=CN(N=C1C(=C2)F)C)F